ethyl isocyanate propionate C(CC)(=O)O.C(C)N=C=O